C(C)C(C(=O)N)CC diethyl-acetamidate